ClC=1C2=CN(N=C2C(=C(C1)C1=CC=C(C=C1)N1CCOCC1)C(F)F)[C@@H](C(=O)OCC)C1=C2N(C(N1)=S)C[C@@H](C2)F |&1:25| rac-ethyl 2-(4-chloro-7-(difluoromethyl)-6-(4-morpholinophenyl)-2H-indazol-2-yl)-2-((R)-6-fluoro-3-thioxo-2,5,6,7-tetrahydro-3H-pyrrolo[1,2-c]imidazol-1-yl)acetate